5-(2-(2-chloro-4-(2-oxopyrrolidin-1-yl)phenyl)propylamino)-1H-pyridine ClC1=C(C=CC(=C1)N1C(CCC1)=O)C(CNC=1C=CCNC1)C